(S)-3-amino-6,6a,7,8,9,10-hexahydrodipyrido[3,2-b:1',2'-d][1,4]oxazine-2-carbonitrile NC1=CC=2OC[C@H]3N(C2N=C1C#N)CCCC3